ClC1=CC=C(C=C1)S(=O)(=O)C1(CC(C1)[N-]S(=O)(=O)C(F)(F)F)C1=C(C=CC(=C1)F)F [cis-3-[(4-chlorophenyl)sulfonyl]-3-(2,5-difluorophenyl)cyclobutyl][(trifluoromethyl)sulfonyl]azanide